3-(5-(2-bromophenyl)-4-methyl-4H-1,2,4-triazol-3-yl)-5-chloro-2-(difluoromethoxy)pyridine BrC1=C(C=CC=C1)C=1N(C(=NN1)C=1C(=NC=C(C1)Cl)OC(F)F)C